tert-butyl (S)-(1-(benzyloxy)-4-hydroxybutan-2-yl)carbamate C(C1=CC=CC=C1)OC[C@H](CCO)NC(OC(C)(C)C)=O